Diethyl-phosphinic acid ethyl-2-[2-(1H-indazol-5-yl)hydrazino]-3-oxopropionate C(C)OC(C(C=O)NNC=1C=C2C=NNC2=CC1)=O.C(C)P(O)(=O)CC